4-[4-[4-[(2,6-Dioxo-3-piperidyl)oxy]phenyl]-1-piperidyl]butanoic acid O=C1NC(CCC1OC1=CC=C(C=C1)C1CCN(CC1)CCCC(=O)O)=O